O=C1CC(C1)NC(OCC1=CC=CC=C1)=O benzyl (3-oxocyclobutyl)carbamate